Cl.N1=CN=C2NC=NC2=C1N1CCSC(=C1)C(=O)N1C[C@@H](CCC1)NC (R)-(4-(9H-purin-6-yl)-3,4-dihydro-2H-1,4-thiazin-6-yl)(3-(methylamino)piperidin-1-yl)methanone hydrochloride